C(C)(C)(C)C=1C=C(C2=C([N+](=CO2)C2=CC=CC=C2)C1)C(C)(C)C 5,7-di-tert-butyl-3-phenyl-1,3$l^{5}-benzoxazol-3-ylium